tert-butyl 7',8'-dihydro-6'H-spiro[azetidine-3,5'-imidazo[1,2-a]pyrazine]-1-carboxylate N=1C=CN2C1CNCC21CN(C1)C(=O)OC(C)(C)C